3-(((7-(2-Aminopyrimidin-4-yl)-2,3-dihydrofuro[3,2-c]pyridin-4-yl)amino)methyl)-N-cyclobutylbenzamid NC1=NC=CC(=N1)C=1C2=C(C(=NC1)NCC=1C=C(C(=O)NC3CCC3)C=CC1)CCO2